butyl-N-2-ethylhexylformamide C(CCC)C(=O)N(CC)CCCCCC